ClC=1C=CC=C2C=NC(=NC12)C1=CC=C(OCCOC2CC(C2)C(=O)O)C=C1 3-[2-[4-(8-chloroquinazolin-2-yl)phenoxy]ethoxy]cyclobutanecarboxylic acid